C(C)C=1C=CC=C2C=CC=C(C12)N1CC=2N=C(N=C(C2CC1)N1CC(CCC1)C1=NNC=C1NC(C)=O)OCC12CCCN2CCC1 N-(3-(1-(7-(8-ethylnaphthalen-1-yl)-2-((tetrahydro-1H-pyrrolizin-7a(5H)-yl)methoxy)-5,6,7,8-tetrahydropyrido[3,4-d]pyrimidin-4-yl)piperidin-3-yl)-1H-pyrazol-4-yl)acetamide